2-(dimethylheptyl)acetamide CC(CCCCCC)(CC(=O)N)C